4-(4-morpholinyldithio)morpholine N1(CCOCC1)SSN1CCOCC1